O=C1OC2(CNC2)CN1 6-oxo-5-oxa-2,7-diazaspiro[3.4]octane